(-)-(4R)-4-[3-oxo-3-[6-[[6-(trifluoromethyl)-3-pyridinyl]methyl]-2-azaspiro[3.4]octan-2-yl]propyl]oxazolidin-2-one tert-Butyl-((2-phenylpropanoyl)oxy)carbamate C(C)(C)(C)OC(NOC(C(C)C1=CC=CC=C1)=O)=O.O=C(CC[C@H]1NC(OC1)=O)N1CC2(C1)CC(CC2)CC=2C=NC(=CC2)C(F)(F)F